tert-Butyl (S)-3-(bis(2-((4-((4-((2-((S)-2-cyano-4,4-difluoropyrrolidin-1-yl)-2-oxoethyl)carbamoyl)chinolin-6-yl)oxy)butyl)amino)-2-oxoethyl)amino)pyrrolidin-1-carboxylat C(#N)[C@H]1N(CC(C1)(F)F)C(CNC(=O)C1=CC=NC2=CC=C(C=C12)OCCCCNC(CN([C@@H]1CN(CC1)C(=O)OC(C)(C)C)CC(NCCCCOC=1C=C2C(=CC=NC2=CC1)C(NCC(N1[C@@H](CC(C1)(F)F)C#N)=O)=O)=O)=O)=O